diethyl-(3-pyridinyl)borane C(C)B(C=1C=NC=CC1)CC